C(C)(=O)C=1C=C(C=CC1)OB(O)O 3-acetyl-phenyl-boric acid